4-benzhydryl-2,6-dimethylaniline C(C1=CC=CC=C1)(C1=CC=CC=C1)C1=CC(=C(N)C(=C1)C)C